OC[N+](CCO)(CCO)CCO hydroxymethyltris(2-hydroxyethyl)ammonium